CC=1N=C(NC(C1C)=O)N1N=C(C=C1NC(=O)NC1=CC=CC=C1)C (1-(4,5-dimethyl-6-oxo-1,6-dihydropyrimidin-2-yl)-3-methyl-1H-pyrazol-5-yl)-3-phenylurea